(S)-2-(3-ethylpentanamido)-4-((4-(5,6,7,8-tetrahydro-1,8-naphthyridin-2-yl)butyl)amino)butanoic acid C(C)C(CC(=O)N[C@H](C(=O)O)CCNCCCCC1=NC=2NCCCC2C=C1)CC